N-(1-(5-bromopyridin-2-yl)cyclobutyl)-2-methylpropane-2-sulfinamide BrC=1C=CC(=NC1)C1(CCC1)NS(=O)C(C)(C)C